BrC=1N=CN(C1)C1=CC=C(C=C1)N1CCCC1 4-bromo-1-(4-(pyrrolidin-1-yl)phenyl)-1H-imidazole